BrC1=C(C(=C2C(=NC(=NC2=C1F)OC[C@]12CCCN2C[C@@H](C1)F)N1CC2CCC(C1)N2C(=O)OC(C)(C)C)OC)F Tert-butyl 3-(7-bromo-6,8-difluoro-2-(((2R,7aS)-2-fluorotetrahydro-1H-pyrrolizin-7a(5H)-yl)methoxy)-5-methoxyquinazolin-4-yl)-3,8-diazabicyclo[3.2.1]octane-8-carboxylate